2-(3-(Trifluoromethoxy)propyl)-2,3-dihydropyrazolo[5,1-b]oxazole-6-carboxylic acid FC(OCCCC1CN2C(O1)=CC(=N2)C(=O)O)(F)F